benzyl (2S,4S)-2-(2-(2-Aminoethoxy)-4-(methoxycarbonyl) phenyl)-4-ethoxypiperidine-1-carboxylate NCCOC1=C(C=CC(=C1)C(=O)OC)[C@H]1N(CC[C@@H](C1)OCC)C(=O)OCC1=CC=CC=C1